COC(=O)C1CCC(CC1)(C(F)(F)F)OC trans-4-methoxy-4-(trisFluoromethyl)cyclohexane-carboxylic acid methyl ester